tert-butyl 7-fluoro-4,4-dimethyl-6-nitro-1-oxo-3H-isoquinoline-2-carboxylate FC1=C(C=C2C(CN(C(C2=C1)=O)C(=O)OC(C)(C)C)(C)C)[N+](=O)[O-]